C1=CC=CC=2C3=CC=CC=C3C(C12)COC(=O)N[C@H](C(=O)O)CCC1=C2C=CC=NC2=CC=C1 (2S)-2-({[(9H-fluoren-9-yl)methoxy]carbonyl}amino)-4-(quinolin-5-yl)butanoic acid